4-methyl-5-(3-methylpyrazin-2-yl)isobenzofuran-1(3H)-one CC1=C2COC(C2=CC=C1C1=NC=CN=C1C)=O